C1(=CC=C2C=CC3=CC=CC4=CC=C1C2=C34)C(=O)O pyrenyl-carboxylic acid